3-(1H-imidazol-2-yl)-1-(5-(4-(trifluoromethyl)-phenoxy)-3,4-dihydro-isoquinolin-2(1H)-yl)propan-1-one N1C(=NC=C1)CCC(=O)N1CC2=CC=CC(=C2CC1)OC1=CC=C(C=C1)C(F)(F)F